2-oxo-8-(5-phenyl-1,3,4-thiadiazol-2-yl)-1H-quinoline-3-carboxamide O=C1NC2=C(C=CC=C2C=C1C(=O)N)C=1SC(=NN1)C1=CC=CC=C1